2-(4-{[(3R)-1-methylazepan-3-yl]amino}pyrido[3,4-d]pyridazin-1-yl)-5-(trifluoromethyl)phenol formate C(=O)OC1=C(C=CC(=C1)C(F)(F)F)C1=C2C(=C(N=N1)N[C@H]1CN(CCCC1)C)C=NC=C2